O[C@@H](C(=O)O)CC1=CC(=CC=C1)N |r| (±)-2-hydroxy-3-(3'-aminophenyl)propionic acid